butyl N-[1-(chlorosulfonyl)piperidin-4-yl]carbamate ClS(=O)(=O)N1CCC(CC1)NC(OCCCC)=O